CC(C)(S(=O)N[C@@H]1C[C@@H](CC12CCN(CC2)C(=O)OC(C)(C)C)F)C (1R,3R)-tert-Butyl 1-(1,1-dimethylethylsulfinamido)-3-fluoro-8-azaspiro[4.5]decane-8-carboxylate